FC(S(=O)(=O)N1C[C@@H](C[C@@H](C1)F)NC(CC1=NC=C2C=CC(=NC2=C1)C1=NC(=CC=C1)N1C[C@@H](O[C@@H](C1)C)C)=O)F N-((3R,5S)-1-((difluoromethyl)sulfonyl)-5-fluoropiperidin-3-yl)-2-(2-(6-((cis)-2,6-dimethylmorpholino)pyridin-2-yl)-1,6-naphthyridin-7-yl)acetamide